3-amino-2-fluoro-N-(4-(perfluoropropane-2-yl)-2-(trifluoromethyl)phenyl)benzamide NC=1C(=C(C(=O)NC2=C(C=C(C=C2)C(C(F)(F)F)(C(F)(F)F)F)C(F)(F)F)C=CC1)F